ClC1=C(C(=CC=C1)F)C1OC(=C(C1=O)OS(=O)(=O)C1=CC=CC=C1)N 2-(2-chloro-6-fluorophenyl)-4-[[phenylsulfonyl]oxy]-5-amino-3(2H)-furanone